COC1=CC=C(C=N1)CC(=O)NC1=NNC(=C1)[C@H]1C[C@H](CC1)N(C(O)=O)[C@@H]1CC[C@@H](CC1)O.CC1C(C1)CCC(CC)C 1-methyl-2-(3-methylpentyl)cyclopropane (1S,3R)-3-(3-{[(6-methoxypyridin-3-yl)acetyl]amino}-1H-pyrazol-5-yl)cyclopentyl(cis-4-hydroxycyclohexyl)carbamate